potassium 3-(t-butoxy)-3-oxopropionate C(C)(C)(C)OC(CC(=O)[O-])=O.[K+]